N1(CCCC1)CC(=O)O[C@H]1CC[C@@]2([C@H]3CC[C@@]4([C@H](CC[C@@]4([C@@H]3CC[C@@H]2C1)O)C=1C=CC(OC1)=O)C)C (3S,5R,8R,9S,10S,13R,14S,17R)-14-hydroxy-10,13-dimethyl-17-(2-oxo-2H-pyran-5-yl)hexadecahydro-1H-cyclopenta[a]phenanthren-3-yl 2-(pyrrolidin-1-yl)acetate